N[C@@H](C(=O)OC)C[C@H]1C(NCC1)=O methyl (R)-2-amino-3-((S)-2-oxopyrrolidin-3-yl)propanoate